FP(=O)=C(O)C[N+](C)(C)C fluorophosphoryl-choline